C1NCCCC12CCN(CC2)CC2=CC=C(C=C2)N2C(=NC=1C2=NC(=CC1)C1=CC=CC=C1)C=1C(=NC=CC1)N 3-(3-(4-(2,9-Diazaspiro[5.5]undecan-9-ylmethyl)phenyl)-5-phenyl-3H-imidazo[4,5-b]pyridin-2-yl)pyridin-2-amine